(E)-2-isopropyl-5-[2-(1-methyl-1H-imidazol-4-yl)vinyl]phenol C(C)(C)C1=C(C=C(C=C1)\C=C\C=1N=CN(C1)C)O